CC1=C(C(=O)OC(NC[C@@H]2N(CC(C2)C2=CC(=C(C=C2)OC(F)F)OCC2CC2)C(C)=O)=O)C=CC=N1 ((((2R)-1-acetyl-4-(3-(cyclopropylmethoxy)-4-(difluoromethoxy) phenyl) pyrrolidin-2-yl) methyl) carbamoyl) methylnicotinate